[H-].[Mg+2].[H-] magnesium hydride